CC1=CCC(CC1)C(=C([2H])[2H])C([2H])([2H])[2H] 1-methyl-4-(prop-1-en-2-yl-d5)cyclohex-1-ene